ethyl 3,6,9,12-tetraoxapentadecane-14-ynoate C(COCCOCCOCCOCC#C)(=O)OCC